N-(5-(4-(4-((5-(tert-butyl)-1,3,4-thiadiazol-2-yl)oxy)phenyl)piperidine-1-carbonyl)-2-methoxy-4-methylphenyl)-1-phenylmethanesulfonamide C(C)(C)(C)C1=NN=C(S1)OC1=CC=C(C=C1)C1CCN(CC1)C(=O)C=1C(=CC(=C(C1)NS(=O)(=O)CC1=CC=CC=C1)OC)C